C1(CC1)N1C[C@]2(CCN(C2)C2=CC=C(C=N2)C=2C=3N(C=C(C2)OCC)N=CC3C#N)CCC1 (R)-4-(6-(7-cyclopropyl-2,7-diazaspiro[4.5]dec-2-yl)pyridin-3-yl)-6-ethoxypyrazolo[1,5-a]pyridine-3-carbonitrile